BrC=1C=C(C#N)C=CC1C(=O)N1CCC2(CCO2)CC1 3-bromo-4-(1-oxa-7-azaspiro[3.5]nonane-7-carbonyl)benzonitrile